benzyl 2-chloro-4-((4-cyclohexylbenzyl)amino)benzoate ClC1=C(C(=O)OCC2=CC=CC=C2)C=CC(=C1)NCC1=CC=C(C=C1)C1CCCCC1